3-(4-bromophenyl)-8-((2-chloropyrimidin-5-yl)methyl)pyrido[2,3-d]pyrimidine-2,4(3H,8H)-dione BrC1=CC=C(C=C1)N1C(N=C2C(C1=O)=CC=CN2CC=2C=NC(=NC2)Cl)=O